COC=1C=C(C=C(C1OC)OC)C1=CC=CC(=N1)C=O 6-(3,4,5-trimethoxyphenyl)pyridinecarboxaldehyde